BrC1=CC(=C(C(=O)OC)C(=C1)F)/N=C/N(C)C methyl (E)-4-bromo-2-(((dimethylamino)methylene)amino)-6-fluorobenzoate